4-(2-{[(2R,7aS)-2-fluoro-hexahydro-1H-pyrrolizin-7a-yl]methoxy}-8-fluoro-5-methoxy-4-(1,4-oxazepan-4-yl)pyrido[4,3-d]pyrimidin-7-yl)-5-ethynyl-6-fluoronaphthalen-2-ol F[C@@H]1C[C@@]2(CCCN2C1)COC=1N=C(C2=C(N1)C(=C(N=C2OC)C2=CC(=CC1=CC=C(C(=C21)C#C)F)O)F)N2CCOCCC2